2-[2,5-diazabicyclo[2.2.1]Hept-2-yl]4-(trifluoromethyl)benzaldehyde C12N(CC(NC1)C2)C2=C(C=O)C=CC(=C2)C(F)(F)F